2-(6-{5-chloro-2-[(oxan-4-yl)amino]pyrimidin-4-yl}-1-oxo-2,3-dihydro-1H-isoindol-2-yl)-N-[1-(2,5-difluorophenyl)ethyl]acetamide ClC=1C(=NC(=NC1)NC1CCOCC1)C1=CC=C2CN(C(C2=C1)=O)CC(=O)NC(C)C1=C(C=CC(=C1)F)F